C[C@@H]1[C@H](C1)C1=NN=C(S1)N 5-((1S,2S)-2-methylcyclopropyl)-1,3,4-thiadiazol-2-amine